FC=1C=C(C=CC1)C=1C=C2C(=NC1)N(C(N2CC2=NC=NC=C2)=O)C 6-(3-fluorophenyl)-3-methyl-1-(pyrimidin-4-ylmethyl)imidazo[4,5-b]pyridin-2-one